[Cd].[Sn] tin cadmium